α-(p-toluenesulfonyl)-4-fluorobenzylisonitrile CC1=CC=C(C=C1)S(=O)(=O)C(C2=CC=C(C=C2)F)[N+]#[C-]